3-hydroxy-n-butylamine OC(CCN)C